1-[5-(pyridin-3-ylmethoxy)-1-benzofuran-2-yl]ethan-1-one N1=CC(=CC=C1)COC=1C=CC2=C(C=C(O2)C(C)=O)C1